8-(7,7-difluoro-2-((2S,3R)-3-hydroxy-2-methylazetidin-1-yl)-6,7-dihydro-5H-cyclopenta[d]pyrimidin-4-yl)-1-imino-2,3,4,5-tetrahydro-1H-1λ4-benzo[f][1,4]thiazepine 1-oxide FC1(CCC2=C1N=C(N=C2C2=CC1=C(CNCCS1(=N)=O)C=C2)N2[C@H]([C@@H](C2)O)C)F